FC=1C=CC(=C(C1)C1=NN(C2=NC(=CC=C21)NC(=O)NCCN2CCN(CC2)C)COCC[Si](C)(C)C)OC 1-(3-(5-fluoro-2-methoxyphenyl)-1-((2-(trimethylsilyl)ethoxy)methyl)-1H-pyrazolo[3,4-b]pyridin-6-yl)-3-(2-(4-methylpiperazin-1-yl)ethyl)urea